(S)-6-(((1-(1-(tert-butyl)piperidin-4-yl)-1H-1,2,3-triazol-4-yl)(2,5-dimethyloxazol-4-yl)methyl)amino)-8-chloro-4-((3-chloro-4-fluorophenyl)amino)quinoline-3-carbonitrile C(C)(C)(C)N1CCC(CC1)N1N=NC(=C1)[C@H](C=1N=C(OC1C)C)NC=1C=C2C(=C(C=NC2=C(C1)Cl)C#N)NC1=CC(=C(C=C1)F)Cl